C(C)OCC1=C(C=CC=C1)C=1C(=CC=CC1)S(=O)(=O)NC1=NOC(=C1C)OC 2'-(ethoxymethyl)-N-(5-methoxy-4-methylisoxazol-3-yl)-(1,1'-biphenyl)-2-sulfonamide